2-cyano-3-(4-(diphenylamino)phenyl)acrylic acid C(#N)C(C(=O)O)=CC1=CC=C(C=C1)N(C1=CC=CC=C1)C1=CC=CC=C1